1,3-di(quinolin-6-yl)urea N1=CC=CC2=CC(=CC=C12)NC(=O)NC=1C=C2C=CC=NC2=CC1